N-isopropylidene-N'-2-nitrobenzenesulfonyl-hydrazine C(C)(C)=NNS(=O)(=O)C1=C(C=CC=C1)[N+](=O)[O-]